C(C)(C)(C)OC(=O)NCC1CC(CCC1)C(=O)O 3-{[(tert-Butoxycarbonyl)amino]methyl}cyclohexanecarboxylic acid